[2-[[6-[(1R)-1-hydroxyethyl]-8-piperidin-1-ylpyrido[3,4-d]pyrimidin-2-yl]amino]-7,8-dihydro-5H-1,6-naphthyridin-6-yl]-piperidin-4-yl-methanone O[C@H](C)C1=CC2=C(N=C(N=C2)NC2=NC=3CCN(CC3C=C2)C(=O)C2CCNCC2)C(=N1)N1CCCCC1